ClC=1C(=NC=C(C1)C1(NC=C(C(=N1)NC=1C=CC2=C(NC(O2)=O)C1)C)N)N1CC2CN(CC2C1)CC 2-[3-chloro-2-(3-ethyl-3,7-diazabicyclo[3.3.0]oct-7-yl)pyridin-5-yl]-5-methyl-N4-(2-oxo-2,3-dihydro-1,3-benzooxazol-5-yl)-2,4-pyrimidinediamine